OC1=CC=C(C=C1)C1COC2=CC(=CC=C2C1C1=CC=CC=C1)O 3-(4-hydroxyphenyl)-4-phenylchroman-7-ol